1-(4'-Chloro-[1,1'-biphenyl]-4-yl)-5-fluoro-1H-indazol-6-ol ClC1=CC=C(C=C1)C1=CC=C(C=C1)N1N=CC2=CC(=C(C=C12)O)F